6-amino-9-[(3R,4R)-3-fluoropiperidin-4-yl]-7-(4-phenoxyphenyl)purin-8-one hydrochloride Cl.NC1=C2N(C(N(C2=NC=N1)[C@H]1[C@@H](CNCC1)F)=O)C1=CC=C(C=C1)OC1=CC=CC=C1